Cl.FC(C1=CC=C(C=C1)S(=O)(=O)N)(F)F 4-(trifluoromethyl)benzenesulfonamide hydrochloride